FC(CN1C(=NC=2C1=NC(=CC2)C2=CNC=1N=C(N=C(C12)NC)NC1CCC(CC1)N1C(CCC1)=O)C)F 1-((1s,4s)-4-((5-(3-(2,2-difluoroethyl)-2-methyl-3H-imidazo[4,5-b]pyridin-5-yl)-4-(methylamino)-7H-pyrrolo[2,3-d]pyrimidin-2-yl)amino)cyclohexyl)pyrrolidin-2-one